(E)-N-(2-butoxyphenyl)-2-(4-methoxybenzylidene)-3-methylbutanamide C(CCC)OC1=C(C=CC=C1)NC(/C(/C(C)C)=C/C1=CC=C(C=C1)OC)=O